N[C@H]1CN(C[C@H](C1(F)F)C)C1=C(C=C(C(=N1)NC=1C=C2C=C(C(N(C2=CC1)C)=O)OCC(=O)NC)Cl)C#N 2-((6-((6-((3S,5R)-3-amino-4,4-difluoro-5-methylpiperidin-1-yl)-3-chloro-5-cyanopyridin-2-yl)amino)-1-methyl-2-oxo-1,2-dihydroquinolin-3-yl)oxy)-N-methylacetamide